3,5-dibromo-4-(2-(2-(2-(3-((tetrahydro-2H-pyran-2-yl)oxy)propoxy)ethoxy)ethoxy)ethoxy)benzaldehyde BrC=1C=C(C=O)C=C(C1OCCOCCOCCOCCCOC1OCCCC1)Br